C(C1=CC=CC=C1)OC1=NC(=CC=C1N1C(N(C2=C1C=CC(=C2)C2=C(C=C(C=C2)CC(=O)O)F)CC)=O)OCC2=CC=CC=C2 2-(4-(1-(2,6-bis(benzyloxy)pyridin-3-yl)-3-ethyl-2-oxo-2,3-dihydro-1H-benzo[d]imidazol-5-yl)-3-fluorophenyl)acetic acid